NCC=1C=CC(=NC1)C1=C(C=C(C#N)C=C1)OC1=NC(=NC(=C1)N1CCCC1)C 4-[5-(aminomethyl)pyridin-2-yl]-3-(2-methyl-6-pyrrolidin-1-ylpyrimidin-4-yl)oxybenzonitrile